N1C(=NC=C1)COC1=CC2=C(N(C(O2)=O)CCC(=O)O)C=C1Cl 3-(6-((1H-imidazol-2-yl)methoxy)-5-chloro-2-oxobenzo[d]oxazol-3(2H)-yl)propanoic acid